4-[2-(cyclopropoxy)ethyl-[4-(5,6,7,8-tetrahydro-1,8-naphthyridin-2-yl)butyl]amino]-2-[[1-(3,5-dichloropyrazol-1-yl)cyclopropanecarbonyl]amino]butanoic acid C1(CC1)OCCN(CCC(C(=O)O)NC(=O)C1(CC1)N1N=C(C=C1Cl)Cl)CCCCC1=NC=2NCCCC2C=C1